2-(((3S,6S,10aS)-3-((3S,4R)-3-cyano-4-phenylpyrrolidine-1-carbonyl)-5-oxodecahydropyrrolo[1,2-a]azocin-6-yl)carbamoyl)benzo[b]thiophen C(#N)[C@@H]1CN(C[C@H]1C1=CC=CC=C1)C(=O)[C@@H]1CC[C@H]2N1C([C@H](CCCC2)NC(=O)C2=CC1=C(S2)C=CC=C1)=O